diallyl-5-heptenyl isocyanate C(C=C)C(C=CCCCCN=C=O)CC=C